OC1=C(C(=C(C2=CC=CC=C12)O)C#N)C#N 1,4-Dihydroxy-2,3-naphthalenedicarbonitrile